5-chloro-4-[3-(4-chlorophenyl)piperazin-1-yl]-2-(4-pyridyl)-1H-pyrimidin-6-one ClC1=C(N=C(NC1=O)C1=CC=NC=C1)N1CC(NCC1)C1=CC=C(C=C1)Cl